((1S,9S)-9-Ethyl-5-fluoro-9-hydroxy-4-methyl-10,13-dioxo-2,3,9,10,13,15-hexahydro-1H,12H-benzo[de]pyrano[3',4':6,7]indolizino[1,2-b]quinolin-1-yl)-4-hydroxybenzoamide C(C)[C@]1(C(OCC=2C(N3CC=4C(=NC=5C=C(C(=C6C5C4[C@@H](CC6)C6=C(C(=O)N)C=CC(=C6)O)C)F)C3=CC21)=O)=O)O